ClC1=C(C(=C(N=N1)OC1=C(C(=CC=C1)C1CC1)F)C(=O)NCC(F)(F)C1=C(C=C(C=C1)C)Cl)C 6-chloro-N-[2-(2-chloro-4-methylphenyl)-2,2-difluoroethyl]-3-(3-cyclopropyl-2-fluoro-phenoxy)-5-methylpyridazine-4-carboxamide